4-Fluoro-phenyl-boronic acid FC1=CC=C(C=C1)B(O)O